tert-butyl rel-(2S,4R)-2,4-bis(hydroxymethyl)azetidine-1-carboxylate OC[C@H]1N([C@H](C1)CO)C(=O)OC(C)(C)C |o1:2,4|